C(=S)(O)OOC(=O)O thioperoxydicarbonic acid